BrC1=CC(=C(C(=O)OC)C=C1N1C[C@@H](O[C@@H](C1)C)C)[N+](=O)[O-] methyl 4-bromo-5-((2S,6R)-2,6-dimethylmorpholino)-2-nitrobenzoate